2-(3,3-dimethylcyclohexylidene)-ethanol CC1(CC(CCC1)=CCO)C